4-(4-(2-aminoethyl)piperidin-1-yl)-1-(2,6-bis(benzyloxy)pyridin-3-yl)-3-methyl-1H-benzo[d]imidazol-2(3H)-one NCCC1CCN(CC1)C1=CC=CC=2N(C(N(C21)C)=O)C=2C(=NC(=CC2)OCC2=CC=CC=C2)OCC2=CC=CC=C2